N,N'-diphenyl-N,N'-bis[3-methylphenyl]-1,1'-biphenyl-4,4'-diamine C1(=CC=CC=C1)N(C1=CC=C(C=C1)C1=CC=C(C=C1)N(C1=CC(=CC=C1)C)C1=CC=CC=C1)C1=CC(=CC=C1)C